1-(((3S)-1-((3-cyano-1-azetidinyl)sulfonyl)-3-piperidinyl)carbonyl)-N-(4-cyanobenzyl)-D-prolinamide C(#N)C1CN(C1)S(=O)(=O)N1C[C@H](CCC1)C(=O)N1[C@H](CCC1)C(=O)NCC1=CC=C(C=C1)C#N